C(CCCC)C(CO)=CC1=CC=CC=C1 alpha-amyl-cinnamyl alcohol